sulfomalate S(=O)(=O)(O)C(C(=O)[O-])(O)CC(=O)[O-]